isopropyl-N-(4-(4-methylpiperazin-1-yl)phenyl)-5'-(4-(trifluoromethyl)phenyl)-1H,3'H-[2,4'-biimidazole]-4-carboxamide C(C)(C)N1C(=NC(=C1)C(=O)NC1=CC=C(C=C1)N1CCN(CC1)C)C=1NC=NC1C1=CC=C(C=C1)C(F)(F)F